C(CC)[Sn](OC(C)(C)C)(OC(C)(C)C)OC(C)(C)C n-propyl-tris(t-butoxy)tin